C(C)(C)(C)N1N=C(C=C1N)C1CC(C1)O[Si](C1=CC=CC=C1)(C1=CC=CC=C1)C(C)(C)C (tert-butyl)-3-((1s,3s)-3-((tert-butyldiphenylsilyl)oxy)cyclobutyl)-1H-pyrazol-5-amine